C(C)(C)(C)OC(=O)N1[C@@](C[C@@H](C1)O[Si](C)(C)C(C)(C)C)(C(=O)O)C (2S,4S)-1-(t-butyloxycarbonyl)-4-(t-butyldimethylsilyloxy)-2-methylpyrrolidine-2-carboxylic acid